O(C1=CC=CC=C1)Cl.[Ti] titanium phenoxychloride